tert-butyl 5-cyano-2,3-dihydro-1H-pyrrolo[2,3-c]pyridine-1-carboxylate C(#N)C=1C=C2C(=CN1)N(CC2)C(=O)OC(C)(C)C